rac-(3R,4S)-3-hydroxy-4-{N-methyl-2-[1-(cyclopropylmethyl)-1H-pyrrolo[2,3-b]pyridin-2-yl]-1-methyl-1H-1,3-benzodiazole-5-amido}pyrrolidine-1-carboxylic acid tert-butyl ester C(C)(C)(C)OC(=O)N1C[C@H]([C@H](C1)N(C(=O)C1=CC2=C(N(C(=N2)C2=CC=3C(=NC=CC3)N2CC2CC2)C)C=C1)C)O |r|